(R)-3-(tosyloxy)pyrrolidine-1-carboxylic acid tert-butyl ester C(C)(C)(C)OC(=O)N1C[C@@H](CC1)OS(=O)(=O)C1=CC=C(C)C=C1